4-[(4-methyl-3-pyridyl)sulfonimidoyl]benzoic Acid CC1=C(C=NC=C1)S(=O)(=N)C1=CC=C(C(=O)O)C=C1